OC1=C(C(N(C2=NC=CC=C12)CCN1CC(C1)OC)=O)C(=O)NC1CCC(CC1)C 4-hydroxy-1-(2-(3-methoxyazetidin-1-yl)ethyl)-N-((1s,4s)-4-methylcyclohexyl)-2-oxo-1,2-dihydro-1,8-naphthyridine-3-carboxamide